ClC1=C(C=CC(=C1)Cl)C1=C(C=2C=CC(=CC2CC1)O)C1=CC=C(C=C1)O[C@@H]1CN(CC1)CCCF 6-(2,4-Dichlorophenyl)-5-[4-[(3S)-1-(3-fluoropropyl)pyrrolidin-3-yl]oxyphenyl]-7,8-dihydronaphthalin-2-ol